ClC1=C(C(=O)N2CC3CCC(C2)N3C(=O)OC(C)(C)C)C=C(C(=C1)F)F tert-butyl 3-(2-chloro-4,5-difluoro-benzoyl)-3,8-diazabicyclo[3.2.1]octane-8-carboxylate